C(C=C)(=O)OCCC[Si](O[Si](C)(C)C)(O[Si](C)(C)C)O[Si](C)(C)C acryloxypropyltris(trimethylsiloxy)silane